2-Amino-6-((1-(dimethylcarbamoyl)cyclopropyl)methoxy)-1-(3-hydroxy-2,6-dimethylphenyl)-1H-pyrrole NC=1N(C=CC1)C1C(=C(C=CC1(C)OCC1(CC1)C(N(C)C)=O)O)C